FC1=C(CNC(=O)N2CCC3(NC4=CC=C(C=C4C(C3)=O)F)CC2)C=C(C(=C1)F)OCCOC N-(2,4-difluoro-5-(2-methoxyethoxy)benzyl)-6'-fluoro-4'-oxo-3',4'-dihydro-1'H-spiro[piperidine-4,2'-quinoline]-1-carboxamide